N(=[N+]=[N-])CCOCCOC1=NC=C(C=N1)C=1C=CC2=C(N(C(=N2)C)CC2=C(C=CC=C2)OC(F)F)C1 6-(2-(2-(2-azidoethoxy)ethoxy)pyrimidin-5-yl)-1-(2-(difluoromethoxy)benzyl)-2-methyl-1H-benzo[d]imidazole